N-(1-methylpiperidin-4-yl)-5-(pyrido[2,3-b]pyrazin-7-yl)pyrrolo[2,1-f][1,2,4]triazin-2-amine CN1CCC(CC1)NC1=NN2C(C=N1)=C(C=C2)C2=CC=1C(=NC=CN1)N=C2